4-((2S,4S,SR)-5-ethyl-4-((5-isopropoxypyridin-2-yl)oxy)-2-methylpiperidin-1-yl)-1-methyl-2-oxo-1,2-dihydropyrido[3,2-d]pyrimidine-6-carbonitrile C(C)[C@@H]1[C@H](C[C@@H](N(C1)C=1C2=C(N(C(N1)=O)C)C=CC(=N2)C#N)C)OC2=NC=C(C=C2)OC(C)C |&1:2|